Racemic-2-(4-bromo-2H-indazol-2-yl)-1-phenylethan-1-ol BrC=1C2=CN(N=C2C=CC1)C[C@H](O)C1=CC=CC=C1 |r|